ClC=1N=CC=C2C1NC(=C2)C(=O)O 7-chloro-1H-pyrrolo[2,3-c]pyridine-2-carboxylic acid